C(CCCCCCCCCCCCCCCC)OCC(CNC1=CC=CC=C1)O (3-heptadecyloxy-2-hydroxy-propylamino)benzene